4-(3-azabicyclo[3.2.1]octan-3-yl)-2-(2,2-dimethoxyethoxy)-7-[8-ethyl-3-(methoxymethoxy)-1-naphthyl]-8-fluoro-pyrido[4,3-d]pyrimidine C12CN(CC(CC1)C2)C=2C1=C(N=C(N2)OCC(OC)OC)C(=C(N=C1)C1=CC(=CC2=CC=CC(=C12)CC)OCOC)F